O1C=NC=C1CNC(=O)NC1=CC=C(C=C1)NC=1SC(=CN1)C1=CC=CC=C1 1-(Oxazol-5-ylmethyl)-3-(4-((5-phenylthiazol-2-yl)amino)phenyl)urea